3-(6-(4-(((R)-4-(2-(6,6-dimethyl-4,5,6,7-tetrahydro-1H-indazol-3-yl)-1H-indole-6-carbonyl)-2-methylpiperazin-1-yl)methyl)piperidin-1-yl)pyridin-3-yl)piperidine-2,6-dione CC1(CCC=2C(=NNC2C1)C=1NC2=CC(=CC=C2C1)C(=O)N1C[C@H](N(CC1)CC1CCN(CC1)C1=CC=C(C=N1)C1C(NC(CC1)=O)=O)C)C